C(C(=O)O)(=O)O.C1N(CC12CNC2)C(=O)OC(C)(C)C t-butyl 2,6-diazaspiro[3.3]heptane-2-carboxylate oxalate